C(=O)(OC(C)(C)C)NC1=CC=C(C=C1)O 4-(boc-amino)phenol